Methyl 4-(benzyloxy)-6-methylpyrimidine-2-carboxylate Methyl-4-(benzyloxy)-6-methylpyrimidine-2-carboxylate COC(=O)C1=NC(=CC(=N1)OCC1=CC=CC=C1)C.C(C1=CC=CC=C1)OC1=NC(=NC(=C1)C)C(=O)OC